(R)-N-(1-(3-(difluoromethyl)-2-fluorophenyl)ethyl)-2-methyl-6-(1-methyl-1H-pyrazol-4-yl)pyrido[2,3-d]pyrimidin-4-amine FC(C=1C(=C(C=CC1)[C@@H](C)NC=1C2=C(N=C(N1)C)N=CC(=C2)C=2C=NN(C2)C)F)F